2,5-bis(4-bromophenyl)-1-methyl-1H-pyrrole BrC1=CC=C(C=C1)C=1N(C(=CC1)C1=CC=C(C=C1)Br)C